COCCCNCC=1C=CC=2N(C1)C=C(N2)CNC(=O)C=2N=C1N(C(C2)=O)C=CC=C1 N-[(6-{[(3-methoxypropyl)amino]methyl}imidazo[1,2-a]pyridin-2-yl)methyl]-4-oxo-4H-pyrido[1,2-a]pyrimidine-2-carboxamide